C1(CC1)N1C(CC1)C(=O)O 1-CYCLOPROPYL-2-AZETIDINECARBOXYLIC ACID